2,3-Dimethylbenzyl (S)-3-cyclopropyl-2-(2-((S)-5-oxo-1-(2,3,5-trifluorobenzyl)pyrrolidin-2-yl)acetamido)propanoate C1(CC1)C[C@@H](C(=O)OCC1=C(C(=CC=C1)C)C)NC(C[C@H]1N(C(CC1)=O)CC1=C(C(=CC(=C1)F)F)F)=O